(2R)-1-[(3,7-dimethyloctyl)oxy]-N,N-dimethyl-3-[(9Z,12Z)-octadeca-9,12-dien-1-yloxy]Propan-2-amine CC(CCOC[C@@H](COCCCCCCCC\C=C/C\C=C/CCCCC)N(C)C)CCCC(C)C